tert-Butyl (3-((2-(2,6-dioxopiperidin-3-yl)-1,3-dioxoisoindolin-4-yl) amino)cyclobutyl)carbamate O=C1NC(CCC1N1C(C2=CC=CC(=C2C1=O)NC1CC(C1)NC(OC(C)(C)C)=O)=O)=O